5-chloro-N-(5,6-dihydropyrazolo[1,5-d]pyrido[3,2-f][1,4]oxazepin-10-yl)-2-methoxybenzenesulfonamide ClC=1C=CC(=C(C1)S(=O)(=O)NC1=CC=2C=3N(CCOC2N=C1)N=CC3)OC